FC(C=1C(=C(C=CC1)[C@@H](C)NC(=O)C=1C=C(C=C2C=NNC12)C=1CCS(CC1)(=O)=O)F)F (R)-N-(1-(3-(difluoromethyl)-2-fluorophenyl)ethyl)-5-(1,1-dioxido-3,6-dihydro-2H-thiopyran-4-yl)-1H-indazole-7-carboxamide